COC(=O)[C@H]1N[C@H](CC1)C1=CC(=C(C=C1)F)F (2s,5r)-5-(3,4-difluorophenyl)pyrrolidine-2-carboxylic acid methyl ester